CN(CCN(C1=C(C=C(C(=C1)OC)NC1=NC=CC(=N1)C=1C=CC2=C(N(C(=N2)C([2H])([2H])[2H])C(C)C)C1)NC(C=C)=O)C)C N-(2-((2-(dimethylamino)ethyl)(methyl)amino)-5-((4-(1-isopropyl-2-(methyl-d3)-1H-benzo[d]imidazole-6-yl)pyrimidin-2-yl)amino)-4-methoxyphenyl)acrylamide